benzyl (S)-2-(cyanomethyl)-4-(2-(((S)-1-methylpyrrolidin-2-yl)methoxy)-6-(naphthalen-1-ylmethyl)-6H-pyrrolo[3,4-d]pyrimidin-4-yl)piperazine-1-carboxylate C(#N)C[C@@H]1N(CCN(C1)C=1C=2C(N=C(N1)OC[C@H]1N(CCC1)C)=CN(C2)CC2=CC=CC1=CC=CC=C21)C(=O)OCC2=CC=CC=C2